O=S1(CCN(CC1)C1=CC=C(C=C1)N1[C@@H]2CN(C[C@H](C1)CC2(C)C)C(=O)N2CCOCC2)=O ((1S,5S)-6-(4-(1,1-dioxidothiomorpholino)phenyl)-9,9-dimethyl-3,6-diazabicyclo[3.2.2]nonan-3-yl)(morpholino)methanone